ClC=1C(=NC=CC1)C1CC(C1)(F)F 3-chloro-2-(3,3-difluorocyclobutyl)pyridine